BrN(C(NS(=O)(=O)C=1C(=C(C=CC1)O)C)=O)Br dibromo-o-cresolsulfonylurea